tert-Butyl (E)-2-(3-(1-(4-Cyanophenyl)-2-methyl-1H-pyrrolo[3,2-b]pyridin-6-yl)acryloyl)hydrazine-1-carboxylate C(#N)C1=CC=C(C=C1)N1C(=CC2=NC=C(C=C21)/C=C/C(=O)NNC(=O)OC(C)(C)C)C